1-(isoindolin-5-yl)-N,N-dimethylmethanamine C1NCC2=CC(=CC=C12)CN(C)C